henicosan-11-yl (tert-butoxycarbonyl)-L-phenylalaninate C(C)(C)(C)OC(=O)N[C@@H](CC1=CC=CC=C1)C(=O)OC(CCCCCCCCCC)CCCCCCCCCC